3,3-dibutyl-8-(hydroxymethyl)-7-(methylthio)-5-phenyl-2,3,4,5-tetrahydro-1,5-benzothiazepine 1,1-dioxide C(CCC)C1(CS(C2=C(N(C1)C1=CC=CC=C1)C=C(C(=C2)CO)SC)(=O)=O)CCCC